ethyl 2-methyl-5-(1-phenylvinyl)benzofuran-3-carboxylate CC=1OC2=C(C1C(=O)OCC)C=C(C=C2)C(=C)C2=CC=CC=C2